FC(C1CCC=2N(C3=CC=CC=C3C2C1)C(C)C1=C(C(=O)O)C=CC=C1)(F)F 2-(1-(3-(trifluoromethyl)-1,2,3,4-tetrahydro-9H-carbazol-9-yl)ethyl)benzoic acid